C(C=C)(=O)OCCOCCCCCCC heptoxyethyl acrylate